(E)-3-(2-chlorophenyl)-1-(4-(2-(2-phenyl-1H-indol-3-yl)acetyl)piperazin-1-yl)prop-2-en-1-one ClC1=C(C=CC=C1)/C=C/C(=O)N1CCN(CC1)C(CC1=C(NC2=CC=CC=C12)C1=CC=CC=C1)=O